C(C)(C)(C)OOOC(C1=CC=CC=C1)C1=CC=CC=C1 (diphenylmethyl) tertiary butyl-peroxy ether